Di-(carbomethoxyphenyl)-methylsulfonium hexafluorophosphat F[P-](F)(F)(F)(F)F.C(=O)(OC)C1=C(C=CC=C1)[S+](C)C1=C(C=CC=C1)C(=O)OC